CN1C(N(C2=C1C(=CC(=C2)N(C=2C=NC(=NC2)C=2C=C(C(=NC2)C(=O)O)C)C)C2CCOCC2)C)=O 5-(5-((1,3-dimethyl-2-oxo-7-(tetrahydro-2H-pyran-4-yl)-2,3-dihydro-1H-benzo[d]imidazol-5-yl)(methyl)amino)pyrimidin-2-yl)-3-methylpicolinic acid